OC1[C@@H](N)[C@@H](O)[C@H](O)[C@H](O1)CO (2S)-Glucosamine